di-isopropenyl-benzene tri(2-chloroethyl)phosphate Isoamyl-Butyrate (3-methylbutyl-butanoate) CC(CCC(C(=O)O)CC)C.C(CC(C)C)OC(CCC)=O.ClCCOP(=O)(OCCCl)OCCCl.C(=C)(C)C1=C(C=CC=C1)C(=C)C